[15NH2][13C](=O)[15NH2] (15N2,13C)-urea